[K+].FC(S(=O)(=O)[O-])(F)F perfluoromethanesulfonic acid, potassium salt